BrC1=C(C=C(C(=O)N([C@@H](CN2CCCC2)C(C)C)C)C=C1)F (R)-4-Bromo-3-fluoro-N-methyl-N-(3-methyl-1-(pyrrolidin-1-yl)butan-2-yl)benzamide